butyl (E)-4-(4-(4-(4-(3-(pyridin-3-yl)acrylamido)butyl)piperidine-1-carbonyl)phenyl)piperazine-1-carboxylate N1=CC(=CC=C1)/C=C/C(=O)NCCCCC1CCN(CC1)C(=O)C1=CC=C(C=C1)N1CCN(CC1)C(=O)OCCCC